C(C)(C)OC1=CC=2N(C=C1C(=O)NC1=NN(C=C1)C)C=C(N2)C21COC(CC2)(CC1)C 7-Isopropoxy-N-(1-methyl-1H-pyrazol-3-yl)-2-(1-methyl-2-oxabicyclo[2.2.2]octan-4-yl)imidazo[1,2-a]pyridine-6-carboxamide